NSOCC1=CC(=C(C(=C1)C(=O)NC)NC(=O)C1=CC(=NN1C1=NC=CC=C1Cl)Br)C N-[4-(aminothiooxymethyl)-2-methyl-6-[(methylamino)carbonyl]phenyl]-3-bromo-1-(3-chloro-2-pyridinyl)-1H-pyrazole-5-carboxamide